ClC=1C(=NC(=NC1)NC1=C(C=C(C(=O)N(C)C=2C=C3CCCC3=CC2)C=C1)OC)C=1C=NN(C1)C(C)C 4-((5-chloro-4-(1-isopropyl-1H-pyrazol-4-yl)pyrimidin-2-yl)amino)-N-(2,3-dihydro-1H-inden-5-yl)-3-methoxy-N-methylbenzamide